N-[5-[4-[[5-(1-methylpyrrolidin-3-yl)oxy-2-pyridyl]amino]cyclohexoxy]-7-morpholino-1,6-naphthyridin-3-yl]methanesulfonamide CN1CC(CC1)OC=1C=CC(=NC1)NC1CCC(CC1)OC1=C2C=C(C=NC2=CC(=N1)N1CCOCC1)NS(=O)(=O)C